2-(2-phenoxy-5-hydroxy-8-bromo-1,7-naphthyridine-6-carboxamido)acetic acid O(C1=CC=CC=C1)C1=NC2=C(N=C(C(=C2C=C1)O)C(=O)NCC(=O)O)Br